(4-methyl-1,3-phenylene)bis[N,N'-dimethylurea] CC1=C(C=C(C=C1)N(C(=O)NC)C)N(C(=O)NC)C